ClC1=CC=C2C(=N1)N(CC2(C)C2=CC(=C(C=C2)Cl)F)CC(C)C 6-chloro-3-(4-chloro-3-fluorophenyl)-1-isobutyl-3-methyl-2,3-dihydro-1H-pyrrolo[2,3-b]pyridine